2-(6-Hydroxybenzo[d]thiazol-2-yl)-8-oxa-1-thia-3-azaspiro[4.5]dec-2-en OC1=CC2=C(N=C(S2)C=2SC3(CN2)CCOCC3)C=C1